NCCNCCO[Si](OC)(OC)CCC1=CC=CC=C1 (Aminoethylamino-methyl)phenethyl-trimethoxysilane